[Ce].COCCOC 1,2-Dimethoxyethane cerium